C(=O)(O)CCC(CCC(=O)O)C(=O)O 1,3,5-tricarboxypentane